2-(4-bromo-1H-pyrazol-1-yl)ethanol BrC=1C=NN(C1)CCO